tert-butyl 1-((3-((5-ethyl-2-methoxyphenyl) sulfonamido)-4-methoxybenzo[d]isoxazol-6-yl)methyl)-4,6-dihydropyrrolo[3,4-c]pyrazole-5(1H)-carboxylate C(C)C=1C=CC(=C(C1)S(=O)(=O)NC1=NOC2=C1C(=CC(=C2)CN2N=CC1=C2CN(C1)C(=O)OC(C)(C)C)OC)OC